(1S,5R)-3-benzyl-6,6-dimethyl-3-azabicyclo[3.1.0]hexan-2-one C(C1=CC=CC=C1)N1C([C@@H]2C([C@@H]2C1)(C)C)=O